(4S)-2'-deoxy-2'-fluoro-3,4,5,6-tetrahydrouridine F[C@H]1[C@@H](O[C@@H]([C@H]1O)CO)N1C(=O)NC(=O)CC1